tert-butyl (2S)-2-{4-oxo-6-[3-(trifluoromethyl)-1-trityl-1H-pyrazol-4-yl]-3,4-dihydrothieno[3,2-d]pyrimidin-2-yl}piperidine-1-carboxylate O=C1C2=C(N=C(N1)[C@H]1N(CCCC1)C(=O)OC(C)(C)C)C=C(S2)C=2C(=NN(C2)C(C2=CC=CC=C2)(C2=CC=CC=C2)C2=CC=CC=C2)C(F)(F)F